(5R,8S)-1-fluoro-N-(3,4,5-trichlorophenyl)-6,7,8,9-tetrahydro-5H-5,8-epiminocyclohepta[c]-pyridine-10-carboxamide FC1=NC=CC2=C1C[C@@H]1CC[C@H]2N1C(=O)NC1=CC(=C(C(=C1)Cl)Cl)Cl